OC1=CC=C2C=C(C(OC2=C1)=O)C(=O)OCCCCCCCCCCCCCCCCCC octadecyl 7-hydroxycoumarine-3-carboxylate